(4-[(2,2-dimethylpropanoyl)sulfanyl]butyl){[3-(methylamino)-2-[(methylamino)methyl]propyl]sulfanyl}phosphonate CC(C(=O)SCCCCOP([O-])(=O)SCC(CNC)CNC)(C)C